3-(2'-methyl-4-(3-(5-(trifluoromethyl)pyridin-2-yloxy)pyrrolidin-1-yl)biphenyl-3-yl)propan-2-en-1-ol CC1=C(C=CC=C1)C1=CC(=C(C=C1)N1CC(CC1)OC1=NC=C(C=C1)C(F)(F)F)C=CCO